COC(CN1CCOCC1)OC 4-(2,2-dimethoxyethyl)morpholine